Cl.Cl.FC1(CN(C1)CC1=NC=CC(=C1)C1CNCCC1(F)F)F 2-((3,3-difluoroazetidin-1-yl)methyl)-4-(4,4-difluoropiperidin-3-yl)pyridine dihydrochloride